C1N(CC12CNC2)CC2=CC=C(C=C2)C2=CC(=C1C(=N2)N(C(=N1)C1=CC=C(C=C1)S(=O)(=O)C)C1CC1)C (4-((2,6-diazaspiro[3.3]hept-2-yl)methyl)phenyl)-3-cyclopropyl-7-methyl-2-(4-(methylsulfonyl)phenyl)-3H-imidazo[4,5-b]pyridine